2-methyl-2-n-butyl-1,3-propanediol CC(CO)(CO)CCCC